methyl 3,4,5-tris(methoxy-d3)benzoate C(OC=1C=C(C(=O)OC)C=C(C1OC([2H])([2H])[2H])OC([2H])([2H])[2H])([2H])([2H])[2H]